NC1=C2C(=NC(=N1)C)N(N=C2)CC(=O)N2[C@@H](C[C@H](C2)F)C(=O)NCC2=C(C(=CC=C2)Cl)F (2S,4R)-1-(2-(4-amino-6-methyl-1H-pyrazolo[3,4-d]pyrimidin-1-yl)acetyl)-N-(3-chloro-2-fluorophenylmethyl)-4-fluoropyrrolidine-2-carboxamide